6-(6-cyclopropyl-1H-pyrrolo[2,3-b]pyridin-3-yl)-1-isopropyl-2-methyl-1H-imidazo[4,5-c]pyridine C1(CC1)C1=CC=C2C(=N1)NC=C2C2=CC1=C(C=N2)N=C(N1C(C)C)C